CC1=C(C(=O)O)C=CC=C1NC=1SC=C(N1)C(F)(F)F 2-Methyl-3-((4-(trifluoromethyl)thiazol-2-yl)amino)benzoic acid